4-[(3R)-3-[(tert-butoxycarbonyl)(methyl)amino]pyrrolidin-1-yl]-2-ethylindazole-7-carboxylic acid C(C)(C)(C)OC(=O)N([C@H]1CN(CC1)C=1C2=CN(N=C2C(=CC1)C(=O)O)CC)C